5-Bromo-4-hydroxy-2-thiophenecarboxylic acid BrC1=C(C=C(S1)C(=O)O)O